3-(2-Chloro-6-fluoro-3,5-dimethoxyphenyl)-1-methyl-1,3,4,7-tetrahydro-2H-pyrrolo[3',2':5,6]pyrido[4,3-d]pyrimidin-2-one ClC1=C(C(=C(C=C1OC)OC)F)N1C(N(C2=C(C1)C=NC1=C2C=CN1)C)=O